N1=CC(=CC=C1)COC=1C=CC2=C(C=C(O2)C=2N3C(SC2C(=O)N)=NCC3)C1 3-[5-(pyridin-3-ylmethoxy)-1-benzofuran-2-yl]-5H,6H-imidazo[2,1-b][1,3]thiazole-2-carboxamide